C1CCC2=C(C=3CCCC3C=C12)NC(=O)NS(=O)(=O)C1=CC(=CC=C1)B1O[C@@]2(C(O1)C[C@H]1C([C@H]2C1)(C)C)C N-((1,2,3,5,6,7-hexahydro-s-indacen-4-yl)carbamoyl)-3-((3aS,4R,6S)-3a,5,5-trimethylhexahydro-4,6-methanobenzo[d][1,3,2]dioxaborol-2-yl)benzenesulfonamide